3-(5-(((1-(4-((5-chloro-4-((2-(dimethylphosphono)phenyl)amino)pyrimidin-2-yl)amino)-3-methoxyphenyl)piperidin-4-yl)(methyl)amino)methyl)-1-oxoisoindoline-2-yl)-1-methylpiperidine ClC=1C(=NC(=NC1)NC1=C(C=C(C=C1)N1CCC(CC1)N(C)CC=1C=C2CN(C(C2=CC1)=O)C1CN(CCC1)C)OC)NC1=C(C=CC=C1)P(=O)(OC)OC